C1(CC1)CS(=O)(=O)C1=CC=C(C=C1)[C@@H](CCO)C1=NC2=C(N1)C(=C(C(=C2)Cl)N2CCC(CC2)(F)F)Cl (R)-3-(4-((cyclopropylmethyl)sulfonyl)phenyl)-3-(5,7-dichloro-6-(4,4-difluoropiperidin-1-yl)-1H-benzo[d]imidazol-2-yl)propan-1-ol